BrC=1N=C(SC1)NC(C1=CC=C(C=C1)OC)=O N-(4-bromothiazol-2-yl)-4-methoxybenzamide